CON(C1=NC(=NC(=N1)NC1CCC1)NCC#C)C O,N-Dimethyl-N-(4-cyclobutylamino-6-prop-2-ynylamino-[1,3,5]triazin-2-yl)-hydroxylamine